COC1=C(CC=2C3=C(N=C(N2)C2=C(C=CC=C2)C(C)C)NC2=C3C=CN=C2)C=CC(=C1)OC (2,4-Dimethoxybenzyl)-2-(2-isopropylphenyl)-9H-pyrido[4',3':4,5]pyrrolo[2,3-d]pyrimidine